2-amino-N-((1r,4s)-4-hydroxycyclohexyl-4-d)-5-(4-((1s,5r)-3-isopropyl-3-azabicyclo[3.1.0]hex-1-yl)phenyl)nicotinamide NC1=C(C(=O)NC2CCC(CC2)([2H])O)C=C(C=N1)C1=CC=C(C=C1)[C@]12CN(C[C@@H]2C1)C(C)C